CC(C)(C#CC(C)(OOC(C)(C)C)C)OOC(C)(C)C 2,5-dimethyl-2,5-bis(tert-butylperoxy)hexyne